F[C@H]1[C@H](C1)C(=O)C=1N=C2N(N1)[C@@H](C[C@@H]2F)C2=CC=CC=C2 [(1R,2R)-2-fluorocyclopropyl]-[(5S,7S)-7-fluoro-5-phenyl-6,7-dihydro-5H-pyrrolo[1,2-b][1,2,4]triazol-2-yl]methanone